NC1=NC=CC(=N1)N(C)C 2-amino-4-(dimethylamino)pyrimidine